N-(2,4-difluoro-3-isobutyrylaminophenyl)benzamide FC1=C(C=CC(=C1NC(C(C)C)=O)F)NC(C1=CC=CC=C1)=O